FC1(CCC(CC1)NC1=NC=C(C(=N1)N[C@H]1C[C@H](CCC1)O)C#N)F 2-(4,4-difluorocyclohexylamino)-4-((1R,3S)-3-hydroxycyclohexylamino)pyrimidine-5-carbonitrile